2-ethyl-N-[(4-fluorophenyl)-methyl]-4-methyl-7-(trifluoromethyl)-quinoline-3-carboxylic acid amide C(C)C1=NC2=CC(=CC=C2C(=C1C(=O)NCC1=CC=C(C=C1)F)C)C(F)(F)F